3-(3-(2-(piperazin-1-yl)ethyl)ureido)hexadecahydro-1H-cyclopenta[a]phenanthren-16-yl acetate C(C)(=O)OC1CC2C3CCC4CC(CCC4C3CCC2C1)NC(=O)NCCN1CCNCC1